5-CHLORO-2-[5-(TRIFLUOROMETHYL)-2-[4-(TRIFLUOROMETHYL)PHENYL]PYRAZOL-3-YL]OXY-PYRIMIDINE ClC=1C=NC(=NC1)OC=1N(N=C(C1)C(F)(F)F)C1=CC=C(C=C1)C(F)(F)F